(S)-1-(3-Amino-6-fluoro-1H-indazol-1-yl)-2-methyl-3-(naphthalen-2-yloxy)propan-1-one NC1=NN(C2=CC(=CC=C12)F)C([C@H](COC1=CC2=CC=CC=C2C=C1)C)=O